ClC=1C=C(C(=O)N[C@@H](C)C2=NC=NN2C2=NC=C(C=C2)N=S(=O)(C)CC)C=C(C1)Cl 3,5-dichloro-N-((1S)-1-(1-(5-((ethyl(methyl)(oxo)-λ6-sulfaneylidene)amino)pyridin-2-yl)-1H-1,2,4-triazol-5-yl)ethyl)benzamide